C(C)C1=C(C(=C(C(=C1C)OC(C)(C)C)CC)C)O 2,5-Diethyl-3,6-dimethyl-4-tert.-butoxy-phenol